(S)-benzyl 4-((10-chloro-7-hydroxy-5-oxo-9-(trifluoromethyl)-3,5-dihydro-2H-[1,4]thiazino[2,3,4-ij]quinazolin-3-yl)methyl)piperazine-1-carboxylate ClC1=C(C=C2C(=NC(N3C2=C1SC[C@@H]3CN3CCN(CC3)C(=O)OCC3=CC=CC=C3)=O)O)C(F)(F)F